(S)-N-(5-fluoro-2,3-dihydro-1H-inden-1-yl)-2-(piperazin-1-yl)benzo[d]thiazole-6-carboxamide FC=1C=C2CC[C@@H](C2=CC1)NC(=O)C1=CC2=C(N=C(S2)N2CCNCC2)C=C1